(E)-4-amino-2-butenoic acid methyl ester trifluoroacetate FC(C(=O)O)(F)F.COC(\C=C\CN)=O